1-(difluoromethyl)-1,3-dihydro-2H-benzo[d]imidazol-2-one FC(N1C(NC2=C1C=CC=C2)=O)F